1-(5-bromo-9-oxo-xanthen-3-yl)pyrrolidine-3-carboxylic acid methyl ester COC(=O)C1CN(CC1)C=1C=CC=2C(C3=CC=CC(=C3OC2C1)Br)=O